ClC1=C(C=CC=C1C1=NC=CC(=C1Cl)C1=NC(=C(C=C1)CN1CC2(C1)CNC(C2)=O)OC)C2=NC(=C(C=O)C=C2)OC 6-(2-chloro-3-(3'-chloro-6-methoxy-5-((7-oxo-2,6-diazaspiro[3.4]octan-2-yl)methyl)-[2,4'-bipyridin]-2'-yl)phenyl)-2-methoxynicotinaldehyde